C(C)(=O)[O-].C[NH+](C)CCCC N,N-dimethylbutylammonium acetate